6-(1-methyl-1H-pyrazol-4-yl)pyrrolo[1,2-b]pyridazin CN1N=CC(=C1)C=1C=C2N(N=CC=C2)C1